6-[5-[5-Bromo-2-[4-(hydroxymethyl)cyclohexyl]indazol-6-yl]oxypentoxy]pyridine-2-carboxylic acid BrC1=CC2=CN(N=C2C=C1OCCCCCOC1=CC=CC(=N1)C(=O)O)C1CCC(CC1)CO